(2S,3R)-2-(((9H-fluoren-9-yl)methoxy)carbonylamino)-3-hydroxyhexanoic acid C1=CC=CC=2C3=CC=CC=C3C(C12)COC(=O)N[C@H](C(=O)O)[C@@H](CCC)O